C(C)(C)(C)OOC1(CC(CC(C1)C)(C)C)OOC(C)(C)C 1,1-di(tert.butylperoxy)-3,3,5-trimethylcyclohexane